cetyl alcohol sulfosuccinate S(=O)(=O)(O)C(C(=O)O)CC(=O)O.C(CCCCCCCCCCCCCCC)O